N-[(4S)-chroman-4-yl]-8-(3,5-dichlorophenyl)-4-methoxy-1,7-naphthyridine-3-carboxamide O1CC[C@@H](C2=CC=CC=C12)NC(=O)C=1C=NC2=C(N=CC=C2C1OC)C1=CC(=CC(=C1)Cl)Cl